N-(5-(oxetan-3-yl)-1H-pyrazol-3-yl)-6-(((2S)-2-((tetrahydro-2H-pyran-2-yl)oxy)pentan-3-yl)oxy)pyrazin-2-amine O1CC(C1)C1=CC(=NN1)NC1=NC(=CN=C1)OC([C@H](C)OC1OCCCC1)CC